FC1=C(C2=C(C(=C(C(=C2C(=C1F)F)F)F)F)F)[B-](C1=C(C(=C(C2=C(C(=C(C(=C12)F)F)F)F)F)F)F)(C1=C(C(=C(C2=C(C(=C(C(=C12)F)F)F)F)F)F)F)C1=C(C(=C(C2=C(C(=C(C(=C12)F)F)F)F)F)F)F.C[NH3+] methylammonium [tetrakis(perfluoronaphthyl)borate]